6-chloro-1-(4-methylphenyl)-2,3,4,9-tetrahydro-1H-β-carboline ClC=1C=C2C=3CCNC(C3NC2=CC1)C1=CC=C(C=C1)C